(2S,4R)-1-(tert-butyloxycarbonyl)-4-fluoropyrrolidine C(C)(C)(C)OC(=O)N1CC[C@H](C1)F